ClC1=C(C=C(C=C1)C=1C=C2C(=NC1)C=NN2CC=2C=NC(=NC2)C)C 6-(4-Chloro-3-methyl-phenyl)-1-[(2-methylpyrimidin-5-yl)methyl]pyrazolo[4,3-b]pyridine